4-(4-(4,4-Difluoroazepan-1-yl)-8-fluoro-2-(((2R,7aS)-2-fluorotetrahydro-1H-pyrrolizin-7a(5H)-yl)methoxy)pyrido[4,3-d]pyrimidin-7-yl)-5-ethyl-6-fluoronaphthalen-2-ol FC1(CCN(CCC1)C=1C2=C(N=C(N1)OC[C@]13CCCN3C[C@@H](C1)F)C(=C(N=C2)C2=CC(=CC1=CC=C(C(=C21)CC)F)O)F)F